[Pb].[Ge].Br[S] bromosulfur germanium lead